Cl.CN(CCN1N=C(C=CC1=O)C1=C(C=CC=C1)F)C 2-(2-(dimethylamino)ethyl)-6-(2-fluorophenyl)pyridazin-3(2H)-one hydrochloride